2-[4-(1-hydroxycyclobutyl)phenyl]-4-[3-(2,2,2-trifluoroethoxy)pyridin-4-yl]-2,3-dihydro-1H-pyrrolo[3,4-c]pyridin-1-one OC1(CCC1)C1=CC=C(C=C1)N1CC=2C(=NC=CC2C1=O)C1=C(C=NC=C1)OCC(F)(F)F